C(C)(C)(C)OC(=O)N1CC2(C1)CC(C2)NC(=O)OCC2=CC=CC=C2.ClC2=C(C=CC=C2)CC(=O)NC=2C=C(C1=CN(N=C1C2)CC2=CC=C(C=C2)F)SC 2-(2-chlorophenyl)-N-(2-(4-fluorobenzyl)-4-(methylthio)-2H-indazol-6-yl)acetamide tert-butyl-6-(((benzyloxy)carbonyl)amino)-2-azaspiro[3.3]heptane-2-carboxylate